1,3,5-tris(4-formyl-phenyl)triazine C(=O)C1=CC=C(C=C1)N1NN(CC(=C1)C1=CC=C(C=C1)C=O)C1=CC=C(C=C1)C=O